4-chloro-6-(2,6-dimethylphenyl)pyridin-2-amine ClC1=CC(=NC(=C1)C1=C(C=CC=C1C)C)N